COC=1C=C(C=C(C1OC1=CC=CC=C1)C)N1C(N(C(NC1=O)=O)C)=O 1-(3-methoxy-5-methyl-4-phenoxyphenyl)-3-methyl-1,3,5-triazinane-2,4,6-trione